CC=1N=C(C=2N(C1)C=C(N2)NC(OC(C)(C)C)=O)\C=C\2/COCC2 tert-butyl N-[6-methyl-8-[(Z)-tetrahydrofuran-3-ylidenemethyl]imidazo[1,2-a]pyrazin-2-yl]carbamate